[Pd].C(C)(C)(C)P(C(C)(C)C)C(C)(C)C tritert-butylphosphine palladium